CC1(CNCCO1)C(=O)C1=CC=C(C=C1)SC 2-Methyl-4'-(methylthio)-2-morpholinophenone